FC(CC1C2=C(C(NC1)=O)C(=C(N2)C2=C(C=NC=C2)F)I)F 7-(2,2-difluoroethyl)-2-(3-fluoropyridin-4-yl)-3-iodo-1h,5h,6h,7h-pyrrolo[3,2-c]pyridin-4-one